(3-methyloxetan-3-yl){4-[2-(trifluoromethyl)pyridin-3-yl]piperidin-1-yl}methanone CC1(COC1)C(=O)N1CCC(CC1)C=1C(=NC=CC1)C(F)(F)F